1,3-dimethyl-5-hexahydropyrimidinone CN1CN(CC(C1)=O)C